C1CCC2=C(C=CC=C12)C1=C(C=C2C(=N1)C(=NN2)C=2C=NN(C2)C2N(CCCC2)C(=O)N(C)C)OC (4-(5-(2,3-dihydro-1H-inden-4-yl)-6-methoxy-1H-pyrazolo[4,3-b]pyridin-3-yl)-1H-pyrazol-1-yl)-N,N-dimethylpiperidine-1-carboxamide